(S)-N-(4-cyclobutyl-1-methyl-3-(4-methyl-1,2,3-thiadiazol-5-yl)-1H-pyrazol-5-yl)-2,2-difluorocyclopropane-1-carboxamide C1(CCC1)C=1C(=NN(C1NC(=O)[C@H]1C(C1)(F)F)C)C1=C(N=NS1)C